C(#N)C1=CC=C(C=C1)C=1C(=CC=CC1)C(=O)NC[C@]1(NC(NC1=O)=O)C1CC1 4'-cyano-N-{[(4R)-4-cyclopropyl-2,5-dioxoimidazolidin-4-yl]methyl}[1,1'-biphenyl]-2-carboxamide